C(C)(C)(C)OC(NC1CCC(CC1)C(C)N)=O (4-(1-aminoethyl)cyclohexyl)carbamic acid tert-butyl ester